BrC=1C=C2C=CC(=NC2=CC1O)C 6-bromo-2-methylquinolin-7-ol